C(C)(C)(C)OC(=O)NC1CC(C1)OC=1C=CC(=C(C(=O)OCC)C1)C(F)(F)F ethyl 5-((1r,3r)-3-((tert-butoxycarbonyl)amino)cyclobutoxy)-2-(trifluoromethyl)benzoate